C(C1=CC=CC=C1)OC1=C(C(=NC(=C1)Cl)C)C1NC(OC1)=O 4-(4-benzyloxy-6-chloro-2-methyl-3-pyridyl)oxazolidin-2-one